NC1=NN2C(N=C(C=C2)C=2C=C3CN(C(C3=C(C2)NS(=O)(=O)C)=O)[C@@H](C)C2CC2)=C1C(=O)NC[C@@H]1C[C@H](C1)O 2-amino-5-{2-[(1S)-1-cyclopropylethyl]-7-methanesulfonamido-1-oxo-2,3-dihydro-1H-isoindol-5-yl}-N-{[trans-3-hydroxycyclobutyl]methyl}pyrazolo[1,5-a]pyrimidine-3-carboxamide